1-(4-(3-fluoro-5-(trifluoromethyl)benzyl)pyridin-2-yl)-1,5,6,7-tetrahydro-4H-indazol-4-one oxime FC=1C=C(CC2=CC(=NC=C2)N2N=CC=3C(CCCC23)=NO)C=C(C1)C(F)(F)F